ClC1=CC(=C(C=C1)C1=NC(=NC2=C1N=C(N(C2=O)C)C)N2C[C@@H](N(CC2)C)C=2C=NN(C2)C)F 8-(4-chloro-2-fluorophenyl)-2,3-dimethyl-6-[(3S)-4-methyl-3-(1-methyl-1H-pyrazol-4-yl)piperazin-1-yl]-3H,4H-pyrimido[5,4-d][1,3]diazin-4-one